C(\C=C\C(=O)[O-])(=O)OC(C)(C)CC tert-pentyl fumarate